C[C@H](CCCC(C)C)[C@H]1CC[C@H]2[C@@H]3CC[C@H]4C[C@H](CC[C@@]4([C@H]3CC[C@]12C)C)OCCO 2-[(3S,5S,8R,9S,10S,13R,14S,17R)-17-((R)-1,5-dimethylhexyl)-10,13-dimethylhexadecahydrocyclopenta[a]phenanthren-3-yloxy]-ethanol